3-[3-[2-chloro-4-(trifluoromethoxy)anilino]pyrazin-2-yl]-4H-1,2,4-oxadiazol-5-one ClC1=C(NC=2C(=NC=CN2)C2=NOC(N2)=O)C=CC(=C1)OC(F)(F)F